N-(4-(methoxymethyl)-1-(2-oxo-2-(piperidin-1-yl)ethyl)piperidin-4-yl)-N-phenylpropionamide COCC1(CCN(CC1)CC(N1CCCCC1)=O)N(C(CC)=O)C1=CC=CC=C1